C(CCCCCCCCCCC)C1C(N(C(C1)=O)C1CC(NC(C1)(C)C)(C)C)=O 3-dodecyl-1-(2,2,6,6-tetramethylpiperidin-4-yl)pyrrolidin-2,5-dione